(Z)-4-(2-((tert-butyldimethylsilyl)oxy)ethyl)-2-dodecyl-6-(hexadec-7-en-1-yl)morpholine [Si](C)(C)(C(C)(C)C)OCCN1CC(OC(C1)CCCCCC\C=C/CCCCCCCC)CCCCCCCCCCCC